N-methyl-1-(tetrahydrofurane-3-yl)methylamine CNCC1COCC1